2-(4-methyl-1,4-diazepan-1-yl)propionamide CN1CCN(CCC1)C(C(=O)N)C